C(=C)[Si](OC#CC(C)C)(OC#CC(C)C)OC#CC(C)C vinyltris(methylbutynyloxy)silane